[C@]1([C@H](O)[C@H](O)[C@@H](CO)O1)(N1C=NC=2C(N)=NC=NC12)C=O adenosine-Al